N-(2-cyclopropyl-7-(oxazol-2-yl)-1H-benzo[d]imidazol-4-yl)-4-(ethylsulfonamido)-2-(6-azaspiro[2.5]octan-6-yl)benzamide C1(CC1)C1=NC2=C(N1)C(=CC=C2NC(C2=C(C=C(C=C2)NS(=O)(=O)CC)N2CCC1(CC1)CC2)=O)C=2OC=CN2